O=C1NC(CCC1N1C(C2=CC=C(C=C2C1=O)N1CCC(CC1)C(=O)NCCNC(OC(C)(C)C)=O)=O)=O tert-butyl (2-(1-(2-(2,6-dioxopiperidin-3-yl)-1,3-dioxoisoindolin-5-yl)piperidine-4-carboxamido)ethyl)carbamate